[Li].N1(C=CC=C1)C1=CC=C(C=C1)C(C1=CC=CC=C1)C1=NC=CC=C1 ((4-(1H-pyrrol-1-yl)phenyl)(phenyl)methyl)pyridine lithium